1-chloro-2,2-dimethylpropane ClCC(C)(C)C